2,2'-dihydroxy-4,4'-dihydroxybenzophenone OC1=C(C(=O)C2=C(C=C(C=C2)O)O)C=CC(=C1)O